((1H-indazol-5-yl)ethynyl)-N-(2,3-difluorobenzyl)-[2,4'-bipyrimidin]-2'-amine N1N=CC2=CC(=CC=C12)C#CC1=NC(=NC=C1)C1=NC(=NC=C1)NCC1=C(C(=CC=C1)F)F